C1(CC1)COC1=CC(=C2C(NC(=NC2=C1)CCN1CCC(CC1)C1CCN(CC1)C1=C(C=C(C=C1)NC1C(NC(CC1)=O)=O)F)=O)F 3-((4-(1'-(2-(7-(cyclopropylmethoxy)-5-fluoro-4-oxo-3,4-dihydroquinazolin-2-yl)ethyl)-[4,4'-bipiperidin]-1-yl)-3-fluorophenyl)amino)piperidine-2,6-dione